FC1=C(C=C(C(=C1)C)F)C1=C(C2=C(C=3C(=NNC3C=C2)F)CCC1)C1=CC=C(C=C1)N1CCC(CC1)C=O 1-(4-(7-(2,5-difluoro-4-methylphenyl)-1-fluoro-3,8,9,10-tetrahydrocyclohepta[e]indazol-6-yl)phenyl)piperidine-4-carbaldehyde